FCCNC(=O)C=1C=C(C=CC1)CC(=O)O 2-(3-((2-fluoroethyl)carbamoyl)phenyl)acetic acid